5-(2-(4,5-diphenyloxazol-2-yl)phenoxy)pentanoic acid C1(=CC=CC=C1)C=1N=C(OC1C1=CC=CC=C1)C1=C(OCCCCC(=O)O)C=CC=C1